(E)-1-(6-(2,4-difluorophenoxy)pyridin-3-yl)ethan-1-one oxime FC1=C(OC2=CC=C(C=N2)/C(/C)=N/O)C=CC(=C1)F